N-(4-carbazolylbutyl)benzamide C1(=CC=CC=2C3=CC=CC=C3NC12)CCCCNC(C1=CC=CC=C1)=O